FC(CN1CCC(CC1)OC=1C=C(C(=O)N[C@H](C)C=2N=NC(=CC2)C)C=C(C1)C=1SC(=CN1)C)F 3-{[1-(2,2-Difluoroethyl)piperidin-4-yl]oxy}-N-[(1R)-1-(6-methylpyridazin-3-yl)ethyl]-5-(5-methyl-1,3-thiazol-2-yl)benzamide